4-(thiophen-2-yl)-3,6-dihydropyridine-1(2H)-carboxylate S1C(=CC=C1)C=1CCN(CC1)C(=O)[O-]